1-(6-(trifluoromethyl)pyridin-2-yl)piperazine tert-butyl-(2S)-4-(4-amino-3-fluorophenyl)-2-methylpiperazine-1-carboxylate C(C)(C)(C)OC(=O)N1[C@H](CN(CC1)C1=CC(=C(C=C1)N)F)C.FC(C1=CC=CC(=N1)N1CCNCC1)(F)F